2-(4-((4H-1,2,4-triazol-4-yl)methyl)piperidin-1-yl)benzo[d]thiazole-6-carboxylic acid N=1N=CN(C1)CC1CCN(CC1)C=1SC2=C(N1)C=CC(=C2)C(=O)O